CO[N+]1(CC=CC2=CC=CC=C12)CCCS(=O)(=O)O N-methoxy-N-(3-sulfopropyl)quinolinium